6-(6-(4-(3-fluoroazetidine-3-carbonyl)piperazin-1-yl)-2-methylpyridin-3-yl)-4-methoxypyrazolo[1,5-a]pyridine-3-carbonitrile FC1(CNC1)C(=O)N1CCN(CC1)C1=CC=C(C(=N1)C)C=1C=C(C=2N(C1)N=CC2C#N)OC